O1CCN(CC1)C=1C(C(C1NC1=CC=C(C=C1)C1=NOC(=N1)C(F)(F)F)=O)=O 3-morpholino-4-((4-(5-(trifluoromethyl)-1,2,4-oxadiazol-3-yl)phenyl)amino)cyclobut-3-ene-1,2-dione